4-(3-((4-trifluoromethoxybenzyl)thio)-5-(4-methoxyphenyl)-4H-1,2,4-triazol-4-yl)benzoic acid FC(OC1=CC=C(CSC2=NN=C(N2C2=CC=C(C(=O)O)C=C2)C2=CC=C(C=C2)OC)C=C1)(F)F